NC1=C(N=C(N1C1=C(C(=CC=C1C)O)C)C(=O)N1CC=2N(CC1)N=CN2)C#N 5-amino-1-(3-hydroxy-2,6-dimethylphenyl)-2-(5,6,7,8-tetrahydro[1,2,4]triazolo[1,5-a]pyrazine-7-carbonyl)-1H-imidazole-4-carbonitrile